C1(CCCC1)NC=1C2=C(N=C(N1)NC1=CC=C(C=3OCCOC31)C(=O)N3CCN(CC3)C3COC3)NC=C2C#N 4-(cyclopentylamino)-2-((8-(4-(oxetan-3-yl)piperazine-1-carbonyl)-2,3-dihydrobenzo[b][1,4]dioxin-5-yl)amino)-7H-pyrrolo[2,3-d]pyrimidin-5-carbonitrile